(2,6-Difluoro-4-methylphenoxy)-1-ethyl-N-[(3S)-2-oxo-5-phenyl-1,3-dihydro-1,4-benzodiazepine-3-Yl]pyrazole-4-carboxamide FC1=C(OC2=NN(C=C2C(=O)N[C@@H]2C(NC3=C(C(=N2)C2=CC=CC=C2)C=CC=C3)=O)CC)C(=CC(=C1)C)F